(R)-N-(7-chloro-6-(1-((3R,4R)-4-fluoro-3-methyltetrahydrofuran-3-yl)piperidin-4-yl)isoquinolin-3-yl)-5-oxaspiro[2.4]heptane-1-carboxamide ClC1=C(C=C2C=C(N=CC2=C1)NC(=O)[C@@H]1CC12COCC2)C2CCN(CC2)[C@@]2(COC[C@@H]2F)C